N1-(1-(3-chloro-2-fluorophenyl)but-3-en-1-yl)-N1-cyclopropylethane-1,2-diamine ClC=1C(=C(C=CC1)C(CC=C)N(CCN)C1CC1)F